2,4-diphenyl-cyclobutane-1,3-dicarboxylic acid C1(=CC=CC=C1)C1C(C(C1C(=O)O)C1=CC=CC=C1)C(=O)O